CC1=NC2=CC=C(C=C2C=N1)OC(F)(F)F 2-methyl-6-(trifluoromethoxy)quinazolin